O=C1NC2(CN(C2)C(=O)OC2CC(C2)OCC2=CC(=C(C=C2)Cl)C)CO1 3-((4-chloro-3-methylbenzyl)oxy)cyclobutyl 6-oxo-7-oxa-2,5-diazaspiro[3.4]octane-2-carboxylate